TRICYCLO[3.3.1.03,7]NONANE-3,7-DIOL Titanium (IV) chloride [Ti](Cl)(Cl)(Cl)Cl.C12CC3(CC(CC3(C1)O)C2)O